6-Fluoro-4-methyl-3-[[4-methyl-6-(4-methylimidazol-1-yl)-3-pyridinyl]sulfonyl]-1H-indole FC1=CC(=C2C(=CNC2=C1)S(=O)(=O)C=1C=NC(=CC1C)N1C=NC(=C1)C)C